(R)-3-((S)-3-(3-bromo-5-fluorophenyl)-1-(tert-butoxy)-1-oxopropan-2-yl)pyrrolidine-1-carboxylic acid tert-butyl ester C(C)(C)(C)OC(=O)N1C[C@H](CC1)[C@@H](C(=O)OC(C)(C)C)CC1=CC(=CC(=C1)F)Br